NC1=NC=NN2C1=C(C=C2C=2C=C(C(=NC2)OC)C(=O)N[C@@H]2CN(C[C@@H]2F)C(=O)C2CC(C2)(F)F)CN2CCOCC2 5-{4-Amino-5-[(morpholin-4-yl)methyl]pyrrolo[2,1-f][1,2,4]triazin-7-yl}-N-[(3R,4S)-1-(3,3-difluorocyclobutancarbonyl)-4-fluoropyrrolidin-3-yl]-2-methoxypyridin-3-carboxamid